2,2'-{1,2-Ethanediylbis[(2-hydroxybenzyl)imino]}diacetic acid C(CN(CC1=C(C=CC=C1)O)CC(=O)O)N(CC1=C(C=CC=C1)O)CC(=O)O